C(#N)C1=NN(C2=CC=C(C=C12)N1N=CC(=N1)C(=O)O)C(C)C 2-(3-cyano-1-isopropyl-1H-indazol-5-yl)-2H-1,2,3-triazole-4-carboxylic acid